FC1(CC(C1)CC(=O)N[C@H](C(F)(F)F)C1=CC=2N(N=C1)C=C(N2)[C@H](C2CCC(CC2)(F)F)NC(OC(C)(C)C)=O)F |o1:9| Tert-Butyl ((S)-(7-((S*)-1-(2-(3,3-difluorocyclobutyl)acetamido)-2,2,2-trifluoroethyl)imidazo[1,2-b]pyridazin-2-yl)(4,4-difluorocyclohexyl)methyl)carbamate